4-(2-(4-methyl-1,1-dioxido-6-(5-(trifluoromethyl)pyridin-2-yl)-1,2,6-thiadiazinane-2-yl)acetamido)adamantane-1-carboxamide CC1CN(S(N(C1)C1=NC=C(C=C1)C(F)(F)F)(=O)=O)CC(=O)NC1C2CC3(CC(CC1C3)C2)C(=O)N